11-acetyl-11-methyl-2,3,4,5,10,11-hexahydro-1H-dibenzo[b,e][1,4]diazepin-1-one C(C)(=O)C1(C2=C(NC3=C(N1)C=CC=C3)CCCC2=O)C